CN1C(N(CC=2C1=NC(=NC2)SC)C2=CC=CC=C2)=O 1-methyl-7-(methylthio)-3-phenyl-3,4-dihydropyrimido[4,5-d]pyrimidin-2(1H)-one